C(CCCC)[O-].C(CCCC)[O-].[Zn+2] zinc dipentanolate